BrC1=CC=C(C=C1)C1=NC2=C(N1C1=CC=C(C=C1)C(C)(C)C)C1=CC=CC=C1C=1C=CC=CC12 (4-bromophenyl)-1-(4-tert-butylphenyl)-1H-phenanthro[9,10-d]Imidazole